FC(C(C(F)(F)F)OC(=O)N1CCC2(CCCN2CC2=C(C=C(C=C2)C(F)(F)F)N[C@@H](C)C(=O)O)CC1)(F)F (2-((8-(((1,1,1,3,3,3-Hexafluoropropan-2-yl)oxy)carbonyl)-1,8-diazaspiro[4.5]decan-1-yl)methyl)-5-(trifluoromethyl)phenyl)-L-alanine